(R)-2-((tert-butoxycarbonyl)amino)-3-(pyrimidin-2-ylamino)propanoic acid C(C)(C)(C)OC(=O)N[C@@H](C(=O)O)CNC1=NC=CC=N1